O=C1N(CC2=C3C(=CC=C12)C1(CCN(CC1)CC1CCN(CC1)C1=CC=CC=C1)CO3)C3C(NC(CC3)=O)=O 3-(6-oxo-1'-((1-phenylpiperidin-4-yl)methyl)-6,8-dihydro-2H,7H-spiro[furo[2,3-e]isoindole-3,4'-piperidin]-7-yl)piperidine-2,6-dione